C(N)(=N)C=1C=C(SC1)[C@@H](C)NC(=O)[C@H]1N(C[C@H](C1)C1=C(C=CC=C1)C)C(CNC(=O)C1=CC2=C(OC3=C2C=CC=C3)C=C1)=O (2S,4R)-N-((R)-1-(4-carbamimidoylthiophen-2-yl)ethyl)-1-((dibenzo[b,d]furan-2-carbonyl)glycyl)-4-(o-tolyl)pyrrolidine-2-carboxamide